3-[3-(pentafluorosulfanyl)phenyl]propanoate FS(C=1C=C(C=CC1)CCC(=O)[O-])(F)(F)(F)F